NC=1C=NN2C1N=C(C=C2)N2CCC(CC2)O 1-(3-Aminopyrazolo[1,5-a]pyrimidin-5-yl)piperidin-4-ol